Methyl 2-((1r,4r)-4-((benzyloxy)methyl)cyclohexyl)-6-bromobenzo[d]oxazole-5-carboxylate C(C1=CC=CC=C1)OCC1CCC(CC1)C=1OC2=C(N1)C=C(C(=C2)Br)C(=O)OC